Tert-butyl 2-[2-[2-[2-[2-[2-[2-(2-tert-butoxy-2-oxo-ethoxy)ethoxy]ethoxy]ethyl-(9H-fluoren-9-ylmethoxycarbonyl)amino]ethoxy]ethoxy]ethoxy]acetate C(C)(C)(C)OC(COCCOCCOCCN(CCOCCOCCOCC(=O)OC(C)(C)C)C(=O)OCC1C2=CC=CC=C2C=2C=CC=CC12)=O